C=C1C=C(CC1)C=C1CSC2=C1C=CC=C2 3-(1-(3-methylene-1-cyclopentenyl)methylene)benzothiophene